7H-chromeno[4,3-c][1,2,4]triazolo[1,2-a]Pyridazine C1N=CN2N1C1=C(C=C2)COC=2C=CC=CC21